NC1=NC=NN2C1=C(C=C2C2CCN(CC2)C(C(C)C)=O)C2=CC=C(C=C2)NC(=O)C2=CN(C(=C(C2=O)C2=CC=C(C=C2)F)C#N)C N-(4-(4-amino-7-(1-isobutyrylpiperidin-4-yl)pyrrolo[2,1-f][1,2,4]triazin-5-yl)phenyl)-6-cyano-5-(4-fluorophenyl)-1-methyl-4-oxo-1,4-dihydropyridine-3-carboxamide